N-[3-(trimethoxysilyl)propyl]-N',N''-diphenylguanidine CO[Si](CCCNC(=NC1=CC=CC=C1)NC1=CC=CC=C1)(OC)OC